10-(4-chlorobenzoyl)-7-cyano-6,8,9-trifluoro-1,2,3,4-tetrahydropyrimidino[1,2-a]indole ClC1=CC=C(C(=O)C2=C3N(C=4C(=C(C(=C(C24)F)F)C#N)F)CCCN3)C=C1